trimethyl-[[1-(ethoxy)vinyl]oxy]-silane C[Si](OC(=C)OCC)(C)C